4-tert-octylcyclohexyl alcohol C(C)(C)(CC(C)(C)C)C1CCC(CC1)O